FC(OC=1C=CC(=NC1)C(=O)NC1=C(C=CC=C1)F)F 5-(difluoromethoxy)-N-(2-fluorophenyl)pyridineamide